2-(3-Methoxypropyl)-7-(4-piperidyl)-5H-pyrrolo[2,3-b]pyrazine COCCCC=1N=C2C(=NC1)NC=C2C2CCNCC2